The molecule is a propanoic acid derivative having an (R)-hydroxy substituent at the 2-position and a 1H-indol-3-yl group at the 3-position. It derives from a propionic acid and a 1H-indole. It is a conjugate acid of a (R)-indole-3-lactate. C1=CC=C2C(=C1)C(=CN2)C[C@H](C(=O)O)O